N,N'-diphenylpyrene-1,6-diamine C1(=CC=CC=C1)NC1=CC=C2C=CC=3C(=CC=C4C=CC1=C2C34)NC3=CC=CC=C3